bis(1-octylpyridine) bromide salt [Br-].C(CCCCCCC)N1CC=CC=C1.C(CCCCCCC)N1CC=CC=C1